OC1=C(C=CC(=C1)[N+](=O)[O-])N=NC1=C(C=CC2=CC=CC=C12)O 1-((2-hydroxy-4-nitrophenyl)diazenyl)naphthalene-2-ol